N-(2-((5-bromo-2-((4-(9-(2-fluoroethyl)-3,9-diazaspiro[5.5]undecan-3-yl)-2-methoxy-5-(1-methyl-1H-pyrazol-4-yl)phenyl)amino)pyrimidin-4-yl)amino)phenyl)methanesulfonamide BrC=1C(=NC(=NC1)NC1=C(C=C(C(=C1)C=1C=NN(C1)C)N1CCC2(CC1)CCN(CC2)CCF)OC)NC2=C(C=CC=C2)NS(=O)(=O)C